COC1=CC=C(CN(S(=O)(=O)C=2C3=CN(N=C3C=C(C2)NC(CC2=C(C=CC=C2)Cl)=O)CCOC(C)C)CC2=CC=C(C=C2)OC)C=C1 N-(4-(N,N-bis-(4-methoxybenzyl)sulfamoyl)-2-(2-isopropoxyethyl)-2H-indazol-6-yl)-2-(2-chlorophenyl)acetamide